NC1=CC=C(N=N1)C1CCN(CC1)C(=O)C1=NC=C(C(=C1)OC)OC1=CC=C(C=C1)Cl [4-(6-Amino-pyridazin-3-yl)-piperidin-1-yl]-[5-(4-chloro-phenoxy)-4-methoxy-pyridin-2-yl]-methanone